NC1=NC=CC(=C1N)C=1C=NN(C1)C1=CC=C(C=N1)C(C(F)(F)F)(O)C1CCN(CC1)C 1-(6-(4-(2,3-diaminopyridin-4-yl)-1H-pyrazol-1-yl)pyridin-3-yl)-2,2,2-trisFluoro-1-(1-methylpiperidin-4-yl)ethanol